C(C1=CC=CC=C1)[AsH](O)=O benzylarsinic acid